3-(5-((5-benzhydryl-2,5-diazabicyclo[2.2.2]oct-2-yl)methyl)-6-fluoro-1-oxoisoindolin-2-yl)piperidine-2,6-dione C(C1=CC=CC=C1)(C1=CC=CC=C1)N1C2CN(C(C1)CC2)CC=2C=C1CN(C(C1=CC2F)=O)C2C(NC(CC2)=O)=O